1,2-dihydro-6-methoxy-2-oxo-1-pentyl-3H-indol COC1=CC=C2CC(N(C2=C1)CCCCC)=O